(2R)-2-amino-N-benzyl-N-(trimethylsilylmethyl)propanamide N[C@@H](C(=O)N(C[Si](C)(C)C)CC1=CC=CC=C1)C